oxo-2,5-diazaspiro[3.4]octane-5-carboxylate O=C1NCC12N(CCC2)C(=O)[O-]